anti-nitric acid [N+](=O)(O)[O-]